N(=NC(C(=N)NCCC(=O)O)(C)C)C(C(=N)NCCC(=O)O)(C)C azobis[N-(2-carboxyethyl)-2-methylpropionamidine]